N-((1-((1r,4r)-4-(Cyanomethyl)cyclohexyl)-1,6-dihydroimidazo[4,5-d]pyrrolo[2,3-b]pyridin-2-yl)methyl)-N'-hydroxy-3-methoxypropanimidamide C(#N)CC1CCC(CC1)N1C(=NC=2C1=C1C(=NC2)NC=C1)CNC(CCOC)=NO